methyl trans-2-(6-bromo-3-oxo-7b-(trifluoromethyl)-1H-cyclopropa[c]isoquinolin-2(1aH,3H,7bH)-yl)acetate BrC1=CC=2[C@]3([C@H](N(C(C2C=C1)=O)CC(=O)OC)C3)C(F)(F)F